1-(2-methoxyethyl)cyclohexanecarboxylic acid methyl ester COC(=O)C1(CCCCC1)CCOC